C(C)N(CCCC(C)NCC(=O)N)CC 2-((5-(diethylamino)pentan-2-yl)amino)acetamide